2-(Boc)octahydrocyclopenta[c]pyrrole-5-carboxylic acid C(=O)(OC(C)(C)C)N1CC2C(C1)CC(C2)C(=O)O